3-(5-(2-methyl-1-(oxetan-3-yl)-4-(pyrrolidin-1-ylmethyl)-1H-pyrrolo[2,3-b]pyridin-6-yl)-1-oxo-isoindolin-2-yl)piperidine-2,6-dione CC1=CC=2C(=NC(=CC2CN2CCCC2)C=2C=C3CN(C(C3=CC2)=O)C2C(NC(CC2)=O)=O)N1C1COC1